C(C1=CC=CC=C1)OCCCC=1N(C2=C(C(=NC(=C2)N(CC=2C=NC=CC2)C)N)N1)C 2-(3-(benzyloxy)propyl)-N6,1-dimethyl-N6-(pyridin-3-ylmethyl)-1H-imidazo[4,5-c]Pyridine-4,6-diamine